5-(4-chloro-3-methylphenoxy)-1H-1,2,3-triazole-4-carboxylic acid ClC1=C(C=C(OC2=C(N=NN2)C(=O)O)C=C1)C